NCCOCCOCC(=O)O [2-[2-aminoethoxy]ethoxy]acetic acid